ClC1=C(N=C(N1)C#N)C1=CC(=CC=C1)C 5-chloro-4-(3-methylphenyl)-1H-imidazole-2-carbonitrile